N-(1-ETHYL-1H-INDAZOL-7-YL)-1-(4-(TRIFLUOROMETHYL)PYRIDIN-2-YL)-1H-PYRAZOLE-4-SULFONAMIDE C(C)N1N=CC2=CC=CC(=C12)NS(=O)(=O)C=1C=NN(C1)C1=NC=CC(=C1)C(F)(F)F